FC(C)(F)N1N=C(C(=C1)F)[S@](=O)(N)=NC(NC1=C2C(=NC3=C1CCC3)CCC2)=O (S)-1-(1,1-difluoroethyl)-4-fluoro-N'-((1,2,3,5,6,7-hexa-hydrodicyclopenta[b,e]pyridin-8-yl)carbamoyl)-1H-pyrazole-3-sulfonimidamide